ClC1=NC=C(C(=N1)Cl)C(=O)OCC ethyl 2,4-dichloropyrimidine-5-carboxylate